FC=1C(=NC=CC1F)N1CCN(CC1)CC=1C=C2CN(C(C2=CC1)=O)N1C(NC(CC1)=O)=O 1-(5-((4-(3,4-difluoropyridin-2-yl)piperazin-1-yl)methyl)-1-oxoisoindolin-2-yl)dihydropyrimidine-2,4(1H,3H)-dione